(3S)-4-amino-3-fluoro-2-methyl-butan-2-ol NC[C@@H](C(C)(O)C)F